BrC=1C=CC(=C(C1)O)CNC1=C(C=CC(=C1)C)OC 5-bromo-2-{[(2-methoxy-5-methylphenyl)amino]methyl}phenol